N-(2-chloro-6-(morpholinomethyl)pyrimidin-4-yl)-5-(2-phenyl-2H-tetrazol-5-yl)thiazole ClC1=NC(=CC(=N1)N1CSC(=C1)C=1N=NN(N1)C1=CC=CC=C1)CN1CCOCC1